(1S,4S)-tert-Butyl 5-(4-((4-chloro-2-fluoro-5-methoxyphenyl)amino)pyrido[3,2-d]pyrimidin-6-yl)-2,5-diazabicyclo[2.2.1]heptane-2-carboxylate ClC1=CC(=C(C=C1OC)NC=1C2=C(N=CN1)C=CC(=N2)N2[C@@H]1CN([C@H](C2)C1)C(=O)OC(C)(C)C)F